C[N+](C1CCCCC1)(C)C N,N,N-trimethylcyclohexanaminium